C(C)N1C(N(C(C(=C1)C(=O)O)=O)C1=C(C=CC=C1)C)=O 1-ethyl-3-(2-methylphenyl)-2,4-dioxo-1,2,3,4-tetrahydropyrimidine-5-carboxylic acid